2-[1-[2-[5-(4-Cyanophenyl)-1,3,4-oxadiazol-2-yl]-6-methyl-4-oxo-chromen-8-yl]ethylamino]benzoic acid C(#N)C1=CC=C(C=C1)C1=NN=C(O1)C=1OC2=C(C=C(C=C2C(C1)=O)C)C(C)NC1=C(C(=O)O)C=CC=C1